ClC1=CC2=C(N=CN(C2=O)CC2(CCN(CC2)C(C2=CC=C(C=C2)F)=O)O)N1C1=CC=C(C=C1)[C@H]1CO[C@@H](CN1C(=O)OC(C)(C)C)C tert-Butyl (2R,5S)-5-(4-(6-chloro-3-((1-(4-fluorobenzoyl)-4-hydroxypiperidin-4-yl)methyl)-4-oxo-3,4-dihydro-7H-pyrrolo[2,3-d]pyrimidin-7-yl)phenyl)-2-methylmorpholine-4-carboxylate